[Zn].C(CCC)N(C(S)=S)CCCC di-n-butyl-dithiocarbamic acid zinc